OC(=O)C(F)(F)F.C(C)(=O)C1=NN(C2=CC=C(C=C12)C=1C=NC(=NC1)C)CC(=O)[C@H]1N[C@@H]2C[C@@H]2C1 2-(3-acetyl-5-(2-methylpyrimidin-5-yl)-1H-indazol-1-yl)-1-((1R,3S,5R)-2-azabicyclo[3.1.0]hex-3-yl)ethan-1-one TFA salt